ClC1=C(C=CC=C1C(N(C)C)=O)N1N=CC2=C1COC[C@H]2NC(=O)C=2N=CN1C2CCCC1 (S)-N-(1-(2-chloro-3-(dimethylcarbamoyl)phenyl)-1,4,5,7-tetrahydropyrano[3,4-c]pyrazol-4-yl)-5,6,7,8-tetrahydroimidazo[1,5-a]pyridine-1-carboxamide